(2-methanesulfonylprop-2-yl)-N-(3-methyl-1H-pyrazol-5-yl)-6-[(3R)-3-methylmorpholin-4-yl]pyridin-2-amine CS(=O)(=O)C(C)(C)C=1C(=NC(=CC1)N1[C@@H](COCC1)C)NC1=CC(=NN1)C